tert-butyl 3-[5-(trifluoromethyl)-2-pyridyl]morpholine-4-carboxylate FC(C=1C=CC(=NC1)C1N(CCOC1)C(=O)OC(C)(C)C)(F)F